C(C)(C)(C)OC(NC1=NC=C(C=C1CC)NC(C(=O)N1[C@H](CC[C@@H](C1)C)C=1C=NC(=CC1)N)=O)=O.BrN1C(=O)N(C(=O)C1(C)C)Br |o1:20,23| N,N'-dibromo-5,5-dimethyl-hydantoin rel-tert-Butyl-N-[5-[[2-[(2R,5S)-2-(6-amino-3-pyridyl)-5-methyl-1-piperidyl]-2-oxo-acetyl]amino]-3-ethyl-2-pyridyl]carbamate